C(#N)CC1(CN(C1)S(=O)(=O)CC)N1N=CC(=C1)C=1C2=C(N=CN1)N(C=C2)C([C@H](C2=CC=CC=C2)NC(OC(C)(C)C)=O)=O tert-Butyl (S)-(2-(4-(1-(3-(cyanomethyl)-1-(ethylsulfonyl)azetidin-3-yl)-1H-pyrazole-4-yl)-7H-pyrrolo[2,3-d]pyrimidin-7-yl)-2-oxo-1-phenylethyl)carbamate